methyloxyphenyl-butanone (2R)-1-((5-(2,4-difluorophenyl)-6,7-dihydro-5H-pyrrolo[1,2-a]imidazol-2-yl)amino)-1-oxopropan-2-yl-2-nitrobenzenesulfonate FC1=C(C=CC(=C1)F)C1CCC=2N1C=C(N2)NC([C@@H](C)OS(=O)(=O)C2=C(C=CC=C2)[N+](=O)[O-])=O.COC(C(CC)=O)C2=CC=CC=C2